[N+](=O)([O-])C1=CC=C(OP(=O)(OC2=CC=CC=C2)N[C@@H](C)C(=O)OCC2CCOCC2)C=C1 (tetrahydro-2H-pyran-4-yl)methyl ((4-nitrophenoxy)(phenoxy)phosphoryl)-L-alaninate